IMIDAZO[2,1-F][1,2,4]-TRIAZIN N=1N2C(C=NC1)=NC=C2